N-(7-cyclopropylspiro[chromeno[4,3-d]thiazole-4,3'-oxetan]-2-yl)-4,6-dimethoxypyrimidine-5-carboxamide C1(CC1)C=1C=CC2=C(C1)OC1(COC1)C1=C2N=C(S1)NC(=O)C=1C(=NC=NC1OC)OC